ClC1=NC=CC(=N1)C=1C=C(C2=C(C(CO2)(C)C)C1)F 2-chloro-4-(7-fluoro-3,3-dimethyl-2,3-dihydrobenzofuran-5-yl)pyrimidine